NCC1=CC=C(C=C1)CNC(OC(C)(C)C)=O tert-butyl N-{[4-(aminomethyl)phenyl]methyl}carbamate